C(C)N(CCO)C1=CC=C(C=C1)C=CC1=CC=C(C=C1)[N+](=O)[O-] 2-[Ethyl[4-[2-(4-Nitrophenyl)ethenyl]phenyl]amino]ethanol